OC1=C2C(C(C(OC2=C(C(=C1)O)C)C1=CC=C(C=C1)C)C)=O 5,7-dihydroxyl-3,8,4'-trimethylflavanone